NC1CCN(CC1)C1=C(C(=NC=C1C1=CC(=C(C=C1)F)C)N)C1=NC2=C(N1)C(=CC(=C2)F)OC 4-(4-aminopiperidin-1-yl)-5-(4-fluoro-3-methylphenyl)-3-(5-fluoro-7-methoxy-1H-1,3-benzodiazol-2-yl)pyridin-2-amine